3-carboxyl-5-fluorophenylboric acid C(=O)(O)C=1C=C(C=C(C1)F)OB(O)O